8-pyridin-2-yl-2,3-dihydro-benzo[1,4]dioxin N1=C(C=CC=C1)C1=CC=CC2=C1OCCO2